(5-bromothiazol-2-yl)methylamine BrC1=CN=C(S1)CN